6-(3-Fluoro-5-((4-(pyrrolidin-1-yl)piperidin-1-yl)methyl)phenyl)-1,4-dimethyl-2-(4-(methylsulfonyl)phenyl)-1H-benzo[d]imidazol FC=1C=C(C=C(C1)CN1CCC(CC1)N1CCCC1)C=1C=C(C2=C(N(C(=N2)C2=CC=C(C=C2)S(=O)(=O)C)C)C1)C